NC1=CC(=NC(=C1)C(=O)OC)C(=O)OC dimethyl 4-aminopyridine-2,6-dicarboxylate